C(CCCCCCCC=CC=CC=CCCCC)(=O)[O-].[Na+].ClC1=C(C(=CC(=C1)C1=CC(=NC=C1)N1CCNCC1)Cl)S(=O)(=O)NC=1C(=NN(C1C)C)CC(C)C 2,6-dichloro-N-(3-isobutyl-1,5-dimethyl-1H-pyrazol-4-yl)-4-(2-(piperazin-1-yl)pyridin-4-yl)benzenesulfonamide sodium eleostearate